CN1N=CC(=C1C1=CC=C(C(=N1)N1CCN(CC1)C(=O)N1N=CCC1C1=CN=CS1)F)C (4-(6-(1,4-dimethyl-1H-pyrazol-5-yl)-3-fluoropyridin-2-yl)piperazin-1-yl)(5-(thiazol-5-yl)-4,5-dihydro-1H-pyrazol-1-yl)methanone